8-chloro-2-[(5-methylpyrazin-2-yl)methyl]-1-[(3R)-1-methylpyrrolidin-3-yl]-1H-imidazo[4,5-c]quinoline ClC1=CC=2C3=C(C=NC2C=C1)N=C(N3[C@H]3CN(CC3)C)CC3=NC=C(N=C3)C